4-(4-nitrophenoxy)piperidine-1-carboxylic acid tert-butyl ester C(C)(C)(C)OC(=O)N1CCC(CC1)OC1=CC=C(C=C1)[N+](=O)[O-]